tert-butyl N-[(6-bromo-2-methyl-imidazo[1,2-a]pyrazin-8-yl)methyl]carbamate BrC=1N=C(C=2N(C1)C=C(N2)C)CNC(OC(C)(C)C)=O